ClC1=NC=C(C(=N1)NC1=CC(=C(C=C1)Cl)OC)I 2-Chloro-5-iodo-N4-(3-methoxy-4-chlorophenyl)pyrimidin-4-amine